4,5-dideutero-1-(2-bromophenyl)-1H-1,2,3-triazole [2H]C=1N=NN(C1[2H])C1=C(C=CC=C1)Br